2-(2-Fluoro-4-iodoanilino)-5-[[3-fluoro-2-(methylsulfamoylamino)pyridin-4-yl]methyl]-1-methyl-6-oxopyridine-3-carboxamide FC1=C(NC=2N(C(C(=CC2C(=O)N)CC2=C(C(=NC=C2)NS(NC)(=O)=O)F)=O)C)C=CC(=C1)I